3-(2,2-difluoroethyl)-1-(5-(2-methoxypyrimidin-5-yl)pyridin-2-yl)-1-(trans-4-((4-(propylamino)-5-(trifluoromethyl)pyrimidin-2-yl)amino)cyclohexyl)urea FC(CNC(N([C@@H]1CC[C@H](CC1)NC1=NC=C(C(=N1)NCCC)C(F)(F)F)C1=NC=C(C=C1)C=1C=NC(=NC1)OC)=O)F